C1(CC1)C(=O)NC1=NC=C(C(=O)OC)C(=C1)NC=1N=CN2C1C(N(C=C2)CC(F)(F)F)=O Methyl 6-(cyclopropanecarboxamido)-4-((8-oxo-7-(2,2,2-trifluoroethyl)-7,8-dihydroimidazo[1,5-a]pyrazin-1-yl)amino)nicotinate